FCS(=O)(=O)NC1C(N(CC12CC2)C(C(CC)(C)O)=O)CC=2C(=C(C=CC2)C2=CC(=CC(=C2)F)F)F 1-fluoro-N-(5-(2-hydroxy-2-methylbutanoyl)-6-((2,3',5'-trifluoro-[1,1'-biphenyl]-3-yl)methyl)-5-azaspiro[2.4]heptan-7-yl)methanesulfonamide